C1=CC=CC=2C3=CC=CC=C3C(C12)COC(=O)N([C@H](C(=O)O)CC1=CC=2CCCCC2C=C1)C (S)-2-((((9H-fluoren-9-yl)methoxy)carbonyl)(methyl)amino)-3-(5,6,7,8-tetrahydronaphthalen-2-yl)propanoic acid